Methyl 2-(2-ethoxy-2-oxoethyl)-5,6,8,9-tetrahydroimidazo[4',5':4,5]benzo[1,2-d]azepin-7(1H)-carboxylate C(C)OC(CC=1NC=2C(=CC3=C(CCN(CC3)C(=O)OC)C2)N1)=O